N-[3-[(2,3-diamino-4-pyridinyl)oxy]-2-fluoro-phenyl]carbamic acid tert-butyl ester C(C)(C)(C)OC(NC1=C(C(=CC=C1)OC1=C(C(=NC=C1)N)N)F)=O